CN1N=CC2=CC(=CC=C12)C=1C=NC=CC1C=CC(=O)O 3-(3-(1-methyl-1H-indazol-5-yl)pyridin-4-yl)acrylic acid